N-Boc-S-methyl-cysteine C(=O)(OC(C)(C)C)N[C@@H](CSC)C(=O)O